ClC1=C(C=C(C=C1)C=1C=NN(C1)C1=C(C(=NN1C)OS(=O)(=O)C(C(C(C(F)(F)F)(F)F)(F)F)(F)F)C(F)(F)F)C(N(CC)C1CC1)=O [5-[4-[4-chloro-3-[cyclopropyl(ethyl)carbamoyl] phenyl]pyrazol-1-yl]-1-methyl-4-(trifluoromethyl)pyrazol-3-yl]1,1,2,2,3,3,4,4,4-nonafluorobutane-1-sulfonate